(S)-2-amino-4-(3-methyl-1,2,4-oxadiazol-5-yl)butanoic acid N[C@H](C(=O)O)CCC1=NC(=NO1)C